FCCOC1=CC=C(C=C1)C(C1CCNCC1)C1=CC=C(C=C1)F 4-[[4-(2-fluoroethoxy)phenyl]-(4-fluorophenyl)methyl]piperidine